C(=C)[Si](OCC)(C)C vinyldimethylethoxy-silane